ClC1=C(C=C(C=C1)[C@@H](CC(=O)O)C1CC1)NC([C@@H]([C@H](C(F)(F)F)C)C1=CC2=C(OC(O2)(F)F)C=C1)=O (S)-3-(4-chloro-3-((2S,3R)-2-(2,2-difluorobenzo[d][1,3]dioxolan-5-yl)-4,4,4-Trifluoro-3-methylbutanamido)phenyl)-3-cyclopropylpropionic acid